methyl (R)-6-(benzyloxy)-7,7,7-trifluoro-6-methyl-3-oxoheptanoate C(C1=CC=CC=C1)O[C@](CCC(CC(=O)OC)=O)(C(F)(F)F)C